NC1=C(C=NN1C1=CC2=C(NC(=N2)N(C)C)C=C1)C(=O)C=1NC2=CC=CC=C2C1 (5-amino-1-(2-(dimethylamino)-1H-benzo[d]imidazol-5-yl)-1H-pyrazol-4-yl)(1H-indol-2-yl)methanone